NC1=C2C(=NC=N1)N(N=C2C=2C(=C(C=CC2)NS(=O)(=O)C2=C(C=C(C(=C2)Cl)OC)F)F)C N-[3-(4-amino-1-methyl-1H-pyrazolo[3,4-d]pyrimidin-3-yl)-2-fluoro-phenyl]-5-chloro-2-fluoro-4-methoxy-benzenesulfonamide